C1=CC=CC=2C3=CC=CC=C3C(C12)COC(=O)NC(C(=O)O)CC1=C(C(=CC=C1)C)F ((((9H-fluoren-9-yl)methoxy)carbonyl)amino)-3-(2-fluoro-3-methylphenyl)propionic acid